((1S,4S,5S)-4-(4-((S)-3-(3-fluorophenyl)-2-methyloctan-2-yl)-2,6-dimethoxyphenyl)-6,6-dimethylbicyclo[3.1.1]hept-2-en-2-yl)methanol FC=1C=C(C=CC1)[C@@H](C(C)(C)C1=CC(=C(C(=C1)OC)[C@H]1C=C([C@@H]2C([C@H]1C2)(C)C)CO)OC)CCCCC